5-benzyl-2-((4-(pyrrolidin-1-yl)butyl)thio)-4,5-dihydro-1H-imidazole C(C1=CC=CC=C1)C1CN=C(N1)SCCCCN1CCCC1